CC1(CN(CCO1)CCC=1N=NN(C1)[C@H](C(=O)N1[C@@H](C[C@H](C1)O)C(=O)NC)C(C)(C)C)C (2S,4R)-1-[(2S)-2-[4-[2-(2,2-dimethylmorpholin-4-yl)ethyl]triazol-1-yl]-3,3-dimethyl-butanoyl]-4-hydroxy-N-methyl-pyrrolidine-2-carboxamide